tert-butyl (3R,4R)-4-[{[3,5-bis(trifluoromethyl)phenyl](methyl)carbamoyl}(methyl)amino]-3-(4-fluoro-2-methylphenyl)piperidine-1-carboxylate FC(C=1C=C(C=C(C1)C(F)(F)F)N(C(=O)N([C@H]1[C@@H](CN(CC1)C(=O)OC(C)(C)C)C1=C(C=C(C=C1)F)C)C)C)(F)F